2,4,6-triiodobenzene-1,3-dicarboxylic acid IC1=C(C(=CC(=C1C(=O)O)I)I)C(=O)O